FC(C1=CC=C(C=C1)CCC=1N=C(SC1)NC(OC(C)(C)C)=O)(F)F tert-butyl N-(4-{2-[4-(trifluoromethyl)phenyl]ethyl}-1,3-thiazol-2-yl)carbamate